BrCCCCCCCC(OCC#CCCCCC)OCC#CCCCCC 1-((8-bromo-1-(oct-2-yn-1-yloxy)octyl)oxy)oct-2-yn